3-ethyl-[1,2,4]triazolo[3,4-b][1,3,4]thiadiazole-6-thiol C(C)C1=NN=C2SC(=NN21)S